ClC1=C(C=C(C=C1)F)C1(NC(C2=C1C(=CC1=C(N(N=C21)C)C=2N=CN(C2)C(C2=CC=CC=C2)(C2=CC=CC=C2)C2=CC=CC=C2)C2=C(C(=O)N)C=C(C=C2C(F)(F)F)F)=O)O [6-(2-chloro-5-fluorophenyl)-6-hydroxy-2-methyl-8-oxo-3-[1-(triphenylmethyl)imidazol-4-yl]-7,8-dihydro-6H-pyrrolo[4,3-g]indazol-5-yl]-5-fluoro-3-(trifluoromethyl)benzamide